N(/N)=C\1/C2=C(NC=N1)N(C=C2)[C@H]2[C@@H]([C@@H]([C@H](C2)[C@@H](C#CC)O)O)O (1R,2S,3R,5R)-3-((E)-4-hydrazineylidene-1,4-dihydro-7H-pyrrolo[2,3-d]pyrimidin-7-yl)-5-((S)-1-hydroxybut-2-yn-1-yl)cyclopentane-1,2-diol